C(C)(C)(C)OC(NC1COC(OC1)\C=C\C1=C(C=CC(=C1)C=1OC(NN1)=O)C(F)(F)F)=O [2-{(E)-2-[5-(5-oxo-4,5-dihydro-1,3,4-oxadiazol-2-yl)-2-(trifluoromethyl)phenyl]vinyl}-1,3-dioxan-5-yl]carbamic acid tert-butyl ester